C1=CC=CC=2C3=CC=CC=C3N(C12)C=1C=C(C=C(C1)N1C2=CC=CC=C2C=2C=CC=CC12)[Si](C1=CC=CC=C1)(C1=CC=CC=C1)C1=CC(=CC(=C1)N1C2=CC=CC=C2C=2C=CC=CC12)N1C2=CC=CC=C2C=2C=CC=CC12 bis[3,5-di(9H-carbazole-9-yl)phenyl]diphenylsilane